N1N=CC2=C(C=CC=C12)C1=CC=C(C=2NC=NC21)OC 4-(1H-indazol-4-yl)-7-methoxy-1H-1,3-benzodiazol